N-hydroxy-2-(6-(trifluoromethyl)-4,5,6,7-tetrahydro-1H-benzo[d]imidazol-2-yl)isoindoline-4-carboxamide ONC(=O)C=1C=2CN(CC2C=CC1)C1=NC2=C(N1)CC(CC2)C(F)(F)F